methyl-silanol mannuronate O=C[C@@H](O)[C@@H](O)[C@H](O)[C@H](O)C(=O)O.C[SiH2]O